[Br-].ClS(=O)(=O)C1=CC=C(C[P+](C2CCCCC2)(C2CCCCC2)C2CCCCC2)C=C1 (4-(chlorosulfonyl)benzyl)tricyclohexylphosphonium bromide